O1C2=C(OCC1)C=C(C=C2)C2N(CCC2)CC=2C=CC(=NC2)N2N=CC=C2 5-((2-(2,3-dihydrobenzo[b][1,4]dioxin-6-yl)pyrrolidin-1-yl)methyl)-2-(1H-pyrazol-1-yl)pyridine